1,2-pentyleneglycol C(C(CCC)O)O